Cis-N-(3-Chloro-4-fluorophenyl)-5-(3-methoxyphenyl)-2-methyl-1,2,6-thiadiazinane-3-carboxamide 1,1-dioxide ClC=1C=C(C=CC1F)NC(=O)[C@@H]1N(S(N[C@@H](C1)C1=CC(=CC=C1)OC)(=O)=O)C